6-(azetidine-3-oxy)-4-chloro-7-methoxyquinazoline hydrochloride Cl.N1CC(C1)OC=1C=C2C(=NC=NC2=CC1OC)Cl